ClC=1C=C(C=C2C(=NC(=NC12)CNC)C=1SC(=NN1)C(F)F)S(=O)(=O)NC1(CC1)C 8-chloro-4-[5-(difluoromethyl)-1,3,4-thiadiazol-2-yl]-2-(methylaminomethyl)-N-(1-methylcyclopropyl)quinazoline-6-sulfonamide